7-((6-(2-(dimethylamino)-ethyl)-5-(tetrahydro-2H-pyran-4-yl)pyridin-2-yl)amino)-4-(7-fluoroimidazo[1,2-a]pyridin-3-yl)isoindolin-1-one CN(CCC1=C(C=CC(=N1)NC=1C=CC(=C2CNC(C12)=O)C1=CN=C2N1C=CC(=C2)F)C2CCOCC2)C